C1=CC(=CC=2OC3=C(C21)C=CC=C3)[C@@H](C)NS(=O)C(C)(C)C N-((R)-1-(dibenzo[b,d]furan-3-yl)ethyl)-2-methylpropan-2-sulfinamide